FC=1C=C(C=CC1C)N(C1=CC2=C([C@@H](CCO2)CNC=2C=NC=CC2C(=O)O)C=C1)C 3-({[(4R)-7-[(3-fluoro-4-methylphenyl)(methyl)amino]-3,4-dihydro-2H-1-benzopyran-4-yl]methyl}amino)pyridine-4-carboxylic acid